(S)-10-cyclopropyl-1-(9H-fluoren-9-yl)-3,6-dioxo-2,9-dioxa-4,7-diazaundecane-11-carboxylic acid benzyl ester C(C1=CC=CC=C1)OC(=O)C[C@H](OCNC(CNC(OCC1C2=CC=CC=C2C=2C=CC=CC12)=O)=O)C1CC1